2-(4-(2-(2-(2-(2-(2-(2-(2-methoxyethoxy)ethoxy)ethoxy)ethoxy)ethoxy)ethoxy)ethoxy)-phenyl)-4,4,5,5-tetramethyl-1,3,2-dioxaborolane COCCOCCOCCOCCOCCOCCOCCOC1=CC=C(C=C1)B1OC(C(O1)(C)C)(C)C